C(C(C)C)OCCO ethylene glycol monoiso-butyl ether